(R)-3-(cyclohexylmethyl)-4-ethyl-6,6a,7,8,9,10-hexahydro-5H-pyrazino[1,2-a][1,8]naphthyridine C1(CCCCC1)CC1=C(C=2CC[C@H]3N(C2N=C1)CCNC3)CC